COC=1C=C(C=C)C=C(C1O)OC 3,5-dimethoxy-4-hydroxystyrene